N1=CC=CC=2C=CC3=C(C4=C([GeH2]3)C=3C=CC=CC3C=C4)C12 azadinaphthogermole